(4-methyl-1H-imidazol-1-yl)-5-(trifluoromethyl)benzamide CC=1N=CN(C1)C1=C(C(=O)N)C=C(C=C1)C(F)(F)F